CN1C=C(C=CC1=O)C#CC=1C=C(OC=2N=NNC2C(=O)O)C=CC1 4-(3-((1-methyl-6-oxo-1,6-dihydropyridin-3-yl)ethynyl)phenoxy)-1H-1,2,3-triazole-5-carboxylic acid